6-(diphenylamino)-2,3-dihydro-1H-xanthene-4-formaldehyde C1(=CC=CC=C1)N(C=1C=C2OC3=C(CCCC3=CC2=CC1)C=O)C1=CC=CC=C1